C(#N)C1=CC=C(OC[C@H]2CN([C@H](O2)C(F)(F)F)C2=CC(=C(C#N)C=C2)C(F)(F)F)C=C1 4-((2R,5R)-5-((4-Cyanophenoxy)methyl)-2-(trifluoromethyl)oxazolidin-3-yl)-2-(trifluoromethyl)benzonitril